3-Chloromethylstyrol ClCC=1C=C(C=C)C=CC1